geraniol palmitate C(CCCCCCCCCCCCCCC)(=O)OC/C=C(/CCC=C(C)C)\C